2-(3-(aminomethyl)-1-(1-(4-(propan-2-ylidene)cyclohexyl) piperidin-4-yl)-1H-pyrrolo[2,3-b]pyridin-2-yl)ethyl carbamate C(N)(OCCC1=C(C=2C(=NC=CC2)N1C1CCN(CC1)C1CCC(CC1)=C(C)C)CN)=O